NC=1C(=NC=C(C1)Br)C(C)=O 1-(3-amino-5-bromopyridin-2-yl)ethanone